ClC=1C(=NC(=NC1)NC=1C(=CC(=C(C1)NC(C=C)=O)N(C)CCN(C)C)OC)NC=1C=CC=C2CCN(C12)S(=O)(=O)C N-(5-((5-chloro-4-((1-(methylsulfonyl)indolin-7-yl)amino)pyrimidin-2-yl)amino)-2-((2-(dimethylamino)ethyl)(methyl)amino)-4-methoxyphenyl)acrylamide